5-(7-Isopropyl-4-methyl-benzooxazol-6-yloxy)-pyrimidine-2,4-diamine C(C)(C)C1=C(C=C(C=2N=COC21)C)OC=2C(=NC(=NC2)N)N